COC=1C(=CC2=CN(N=C2C1)C1CCOCC1)C(=O)NC1=NC(=CC=C1)OC 6-methoxy-N-(6-methoxypyridin-2-yl)-2-(tetrahydro-2H-pyran-4-yl)-2H-indazole-5-carboxamide